(2-fluoro-2-methyl-propyl)-7,8-dihydro-6H-cyclopenta[g]isoquinoline-5-sulfonamide FC(CC1=NC=CC=2C(=C3C(=CC12)CCC3)S(=O)(=O)N)(C)C